(2-amino-6-fluorophenyl)boric acid NC1=C(C(=CC=C1)F)OB(O)O